FC=1C(=NC=CC1)CNC=1C2=C(N=CN1)SC(=N2)CCNCCC=2NC(=CN2)C2=CC=CC=C2 N-[(3-fluoropyridin-2-yl)methyl]-2-(2-{[2-(5-phenyl-1H-imidazol-2-yl)ethyl]amino}ethyl)-[1,3]thiazolo[5,4-d]pyrimidin-7-amine